C(#N)C1(CC1)NS(=O)(=O)C1=CC=C2C3=C(N(C2=C1)C=1SC(=NN1)C(F)F)N=CN=C3C3CCN(CC3)C(=O)[C@H]3OCCC3 (S)-N-(1-cyanocyclopropyl)-9-(5-(di-fluoromethyl)-1,3,4-thiadiazol-2-yl)-4-(1-(tetrahydrofuran-2-carbonyl)piperidin-4-yl)-9H-pyrimido[4,5-b]indole-7-sulfonamide